ClC=1C(=NC=CC1C1=NC(=C(C=C1)CNC[C@@H]1NC(CC1)=O)OC)C=1C(=C(C=CC1)NC(C1=NC=C(C=C1)CN1CC(C1)COC)=O)C (R)-N-(3-(3'-chloro-6-methoxy-5-((((5-oxopyrrolidin-2-yl)methyl)amino)methyl)-[2,4'-bipyridin]-2'-yl)-2-methylphenyl)-5-((3-(methoxymethyl)azetidin-1-yl)methyl)picolinamide